CC(C1=CC(=CC(=C1)OC)OC)(OC(=O)NC1=CC=CC=C1)C N-(α,α-dimethyl-3,5-dimethoxybenzyloxy)carbonylaniline